OC=1C=C(CNC2=C3N=CN(C3=NC=N2)[C@H]2[C@@H](O)[C@H](O)[C@H](O2)CO)OC1OC 6-(4-hydroxy-5-methoxyfurfurylamino)-9-β-D-arabinofuranosylpurine